C(N)(OC1=C(C=C(C=C1)CN1C2=NC(=NC=C2NC1=O)C1=C(C=CC=C1)C(C)C)C(C)(C)C)=O (tert-butyl 4-((2-(2-isopropylphenyl)-8-oxo-7,8-dihydro-9H-purin-9-yl) methyl) phenyl) carbamate